ClC1=C(CNC(=O)[C@]2(C=3C=CC=NC3[C@@](CC2)(CN2CC(C2)(C)O)O)F)C=CC(=C1)F (5S,8R)-N-(2-chloro-4-fluorobenzyl)-5-fluoro-8-hydroxy-8-((3-hydroxy-3-methylazetidin-1-yl)methyl)-5,6,7,8-tetrahydroquinoline-5-carboxamide